tert-butyl (±)-(9R)-9-(benzoyloxy)-1-fluoro-6,7,8,9-tetrahydro-5H-5,8-epiminocyclohepta[c]pyridine-10-carboxylate C(C1=CC=CC=C1)(=O)O[C@H]1C2CCC(C3=C1C(=NC=C3)F)N2C(=O)OC(C)(C)C